2-fluoro-1-(4'-(methylsulfonyl)-[1,1'-biphenyl]-4-yl)ethan-1-d-1-ol FCC(O)([2H])C1=CC=C(C=C1)C1=CC=C(C=C1)S(=O)(=O)C